2-(methoxymethyl)-8-(trifluoromethyl)quinazolin-4-amine COCC1=NC2=C(C=CC=C2C(=N1)N)C(F)(F)F